2-[3-[1-(2,6-dioxo-3-piperidyl)-3-methyl-2-oxo-benzimidazol-5-yl]azetidin-1-yl]-N-[2-[[8-fluoro-6-hydroxy-7-(1,1,4-trioxo-1,2,5-thiadiazolidin-2-yl)-2-naphthyl]oxy]ethyl]acetamide O=C1NC(CCC1N1C(N(C2=C1C=CC(=C2)C2CN(C2)CC(=O)NCCOC2=CC1=C(C(=C(C=C1C=C2)O)N2S(NC(C2)=O)(=O)=O)F)C)=O)=O